7-fluoro-2-methyl-5-[2-(4-piperidinyl)indazol-6-yl]indazole FC1=CC(=CC2=CN(N=C12)C)C=1C=CC2=CN(N=C2C1)C1CCNCC1